5-((2-aminoethyl)amino)-N-(4-morpholino-2-(trifluoromethyl)phenyl)pyrazolo[1,5-a]pyrimidine-3-carboxamide trifluoroacetate FC(C(=O)O)(F)F.NCCNC1=NC=2N(C=C1)N=CC2C(=O)NC2=C(C=C(C=C2)N2CCOCC2)C(F)(F)F